Methyl-(4-(((2R,5S)-3-(4-cyano-3-(trifluoromethyl)phenyl)-2-(trifluoromethyl)oxazolidin-5-yl)methoxy)benzyl)carbamat COC(NCC1=CC=C(C=C1)OC[C@@H]1CN([C@H](O1)C(F)(F)F)C1=CC(=C(C=C1)C#N)C(F)(F)F)=O